O=C1NC(CCC1N1C(C2=CC=CC(=C2C1=O)NCCOC1=C(C=C2C(=NC=NC2=C1)N[C@H](C)C1=CC=CC=C1)OC)=O)=O 2-(2,6-dioxopiperidin-3-yl)-4-((2-((6-methoxy-4-(((R)-1-phenylethyl)amino)quinazolin-7-yl)oxy)ethyl)amino)isoindoline-1,3-dione